3-fluoro-2-(4-(pyridin-2-yloxy)piperidin-1-yl)aniline FC=1C(=C(N)C=CC1)N1CCC(CC1)OC1=NC=CC=C1